2-(3-(1-(tert-Butoxycarbonyl)-1,2,5,6-tetrahydropyridin-3-yl)-1H-pyrrolo[2,3-c]pyridin-1-yl)-5-fluorobenzoic acid C(C)(C)(C)OC(=O)N1CC(=CCC1)C1=CN(C2=CN=CC=C21)C2=C(C(=O)O)C=C(C=C2)F